FC(C=1C=NC(=NC1)NC1CN(C1)C(=O)OC(C)(C)C)(F)F tert-Butyl 3-((5-(trifluoromethyl)pyrimidin-2-yl)amino)azetidine-1-carboxylate